(2S)-3-(2-cyanophenyl)-2-[9H-fluoren-9-ylmethoxycarbonyl(methyl)amino]propanoic acid C(#N)C1=C(C=CC=C1)C[C@@H](C(=O)O)N(C)C(=O)OCC1C2=CC=CC=C2C=2C=CC=CC12